C(C)(C)(C)OC(=O)N(C1=C(C(=NN1C(C)C)C1=C(C=C(C=C1)CC(=O)O)F)C#N)C(=O)OC(C)(C)C 2-[4-[5-[bis(tert-Butoxycarbonyl)amino]-4-cyano-1-isopropyl-pyrazol-3-yl]-3-fluorophenyl]acetic acid